CC=1C=C(C=NC1)COC1=CC=C(C=C1)C=1C=C(C(NC1C(F)(F)F)=O)C(=O)N 5-(4-((5-Methylpyridin-3-yl)methoxy)phenyl)-2-oxo-6-(trifluoromethyl)-1,2-dihydropyridin-3-carboxamide